N1(CCCC1)CC(C)C=1C(=C(C=C)C=CC1)C 3-(2-pyrrolidino-1-methyl-ethyl)-2-methylstyrene